FC=1C(=C(C=CC1F)[C@H]1[C@@H](O[C@]([C@H]1C)(C(F)(F)F)C)C1=CC(=CC(N1)=O)O)OC 6-((2R,3S,4S,5R)-3-(3,4-difluoro-2-methoxyphenyl)-4,5-dimethyl-5-(trifluoromethyl)tetrahydrofuran-2-yl)-4-hydroxypyridin-2(1H)-one